C(C)(=O)N1CCC(CC1)CNC(O[C@@H]1C[C@@H](CC1)C1=CC(=NN1)NC(CC1=CC(=CC(=C1)F)F)=O)=O (1S,3R)-3-(3-{[(3,5-difluorophenyl)acetyl]amino}-1H-pyrazol-5-yl)cyclopentyl [(1-acetylpiperidin-4-yl)methyl]carbamate